2-(2,6-dioxopiperidin-3-yl)-5-(2-((3-(5-((1r,3r)-3-((5-(5-methyl-5H-pyrido[4,3-b]indol-7-yl)pyridin-2-yl)oxy)cyclobutoxy)pyridin-2-yl)prop-2-yn-1-yl)oxy)ethoxy)isoindoline-1,3-dione O=C1NC(CCC1N1C(C2=CC=C(C=C2C1=O)OCCOCC#CC1=NC=C(C=C1)OC1CC(C1)OC1=NC=C(C=C1)C=1C=CC=2C3=C(N(C2C1)C)C=CN=C3)=O)=O